C(CCCCCCC)S(=O)(=O)OC1=CC=CC=C1 phenyl octanesulfonate